3-hydroxy-4-(4-methylphenyl)-5-oxo-pyrazoline OC=1NNC(C1C1=CC=C(C=C1)C)=O